(S)-2-amino-N-(4-(benzylsulfanyl)phenyl)-N-methyl-3-phenylpropanamide N[C@H](C(=O)N(C)C1=CC=C(C=C1)SCC1=CC=CC=C1)CC1=CC=CC=C1